N,N-diisobutylacrylamide C(C(C)C)N(C(C=C)=O)CC(C)C